C(C)(C)(C)C1=CC2=C(NC(=N2)C2=C(C=C(C=C2)Cl)C=2C(=CC(=CC2)C(NC(CCC)C2=C(C=CC=C2)OC)=O)C(=O)O)C=C1 2'-(5-tert-butyl-1H-1,3-benzodiazol-2-yl)-5'-chloro-4-{[1-(2-methoxyphenyl)butyl]carbamoyl}-[1,1'-biphenyl]-2-carboxylic acid